C(C1=CC=CC=C1)OC1=NC(=CC=C1C1=C(C=C(C=C1F)N1CCC2(CCN(CC2)C(=O)OC(C)(C)C)CC1)F)OCC1=CC=CC=C1 tert-butyl 9-(4-(2,6-bis(benzyloxy) pyridin-3-yl)-3,5-difluorophenyl)-3,9-diazaspiro[5.5]undecane-3-carboxylate